C(C)(C)(C)OC(=O)N(CCC1=NC(=CC=C1[N+](=O)[O-])OC)CC1=C(C=CC(=C1)Cl)NC1=C(C(=O)[O-])C=C(C(=C1)F)F.[I-].C[N+]1=CN(C2=C1C=CC=C2)C.C[N+]2=CN(C1=C2C=CC=C1)C 1,3-Dimethyl-benzimidazolium iodid 2-((2-(((tert-butoxycarbonyl)(2-(6-methoxy-3-nitropyridin-2-yl)ethyl)amino)methyl)-4-chlorophenyl)amino)-4,5-difluorobenzoate